2-aminothiazole-4-formic acid NC=1SC=C(N1)C(=O)O